N-Succinimidyl 4-maleimidobutyrate C1CC(=O)N(C1=O)OC(=O)CCCN2C(=O)C=CC2=O